5-bromo-3-nitro-2-(trifluoromethyl)pyridine BrC=1C=C(C(=NC1)C(F)(F)F)[N+](=O)[O-]